methyl 4-((2-azaspiro[4.5]decan-2-yl)methyl)-3-fluorobenzoate C1N(CCC12CCCCC2)CC2=C(C=C(C(=O)OC)C=C2)F